ClC1=C(C(=CC=C1)Cl)C1=C(C2=C(N=C(N=C2)NC2=C(C=CC=C2)OC)N(C1=O)C)C=C 6-(2,6-dichlorophenyl)-5-ethenyl-2-[(2-methoxyphenyl)amino]-8-methylpyrido[2,3-d]pyrimidin-7-one